C12[C@@H](CC(CC1)C2)NC(OC2CN(C2)C2=CC(=C(C(=C2)F)C2C(NC(CC2)=O)=O)F)=O 1-(4-(2,6-dioxopiperidin-3-yl)-3,5-difluorophenyl)azetidin-3-yl (2R)-bicyclo[2.2.1]heptan-2-ylcarbamate